6-carboxyl-3,6-diamino-9-phenoxy-2,7-dimethyl-fluorenylammonium chloride [Cl-].C(=O)(O)C1(C=C2C=3C=C(C(=C(C3C(=C2C=C1C)OC1=CC=CC=C1)[NH3+])C)N)N